ClC1=C(C(=C(N=N1)NC=1SC2=C(N1)C(=CC=C2)F)C)C N-(6-chloro-4,5-dimethyl-pyridazin-3-yl)-4-fluoro-1,3-benzothiazol-2-amine